C[C@H]1N([C@@H](CN(C1)C=1C=CC=2N=CN=C(C2N1)NC1=CC(=C(C=C1)OC1=CC=2N(C=C1)N=CN2)C)C)CC=C 1-[(2R,6R)-2,6-dimethyl-4-{4-[(3-methyl-4-{[1,2,4]triazolo[1,5-a]pyridin-7-yloxy}phenyl)amino]pyrido[3,2-d]pyrimidin-6-yl}piperazin-1-yl]prop-2-en